NC1=NC=NC=2N(C3=C(C=C(C=C3C21)C)F)CC(=O)N2C1CC1CC2C(=O)NC2=NC(=CC=C2)Br 2-(2-(4-amino-8-fluoro-6-methyl-9H-pyrimido[4,5-b]indol-9-yl)acetyl)-N-(6-bromopyridin-2-yl)-2-azabicyclo[3.1.0]hexane-3-carboxamide